(4S)-7-chloro-N-cyclopropyl-6-(3-fluoro-6-hydroxy-2-pyridyl)-4-methyl-8-(trifluoromethyl)-4H-imidazo[1,2-a][1,4]benzodiazepine-2-carboxamide ClC1=C(C=CC2=C1C(=N[C@H](C=1N2C=C(N1)C(=O)NC1CC1)C)C1=NC(=CC=C1F)O)C(F)(F)F